1-(2-(1-(oxetan-3-yl)-1H-imidazo[1,2-b]pyrazole-7-carbonyl)-2-azaspiro[3.3]heptan-6-yl)-3-(3-(trifluoromethyl)phenyl)urea O1CC(C1)N1C=CN2N=CC(=C21)C(=O)N2CC1(C2)CC(C1)NC(=O)NC1=CC(=CC=C1)C(F)(F)F